ClC=1C=C(C=CC1C#N)N1CC2(C[C@@H]1C)CCN(CC2)C2=CC=C(C(=O)N1CCN(CC1)CC(=O)O)C=C2 (S)-2-(4-(4-(2-(3-Chloro-4-cyanophenyl)-3-methyl-2,8-diazaspiro[4.5]decan-8-yl)benzoyl)piperazin-1-yl)acetic acid